C(C)OC=1C(=CC=2C(N1)=NN(C2)C)NC(=O)N2CCC=1C2=NC=CC1N1CCN(C2(CC2)C1)C(=O)OC(C)(C)C tert-butyl 7-(1-((6-ethoxy-2-methyl-2H-pyrazolo[3,4-b]pyridin-5-yl)carbamoyl)-2,3-dihydro-1H-pyrrolo[2,3-b]pyridin-4-yl)-4,7-diazaspiro[2.5]octane-4-carboxylate